dimethylsilyl-(tert-butylamino)-zirconium dichloride [Cl-].[Cl-].C[SiH](C)[Zr+2]NC(C)(C)C